OLEYL ETHER PHOSPHATE P(=O)(O)(O)O.C(CCCCCCC\C=C/CCCCCCCC)OCCCCCCCC\C=C/CCCCCCCC